C(C)(=O)OCC(=O)N1CC=2C(=NC=3C(=C(C(=CC3C2[C@@H]1C)OC)Cl)Cl)C=C 2-[(1S)-6,7-dichloro-4-ethenyl-8-methoxy-1-methyl-1H,2H,3H-pyrrolo[3,4-c]quinolin-2-yl]-2-oxoethyl acetate